FC=1C(=CC2=CN(N=C2C1)C1CC(C1)C(=O)OC)NC(C1=NC(=CC=C1)C(F)(F)F)=O (1S,3S)-methyl 3-(6-fluoro-5-(6-(trifluoromethyl)picolinamido)-2H-indazol-2-yl)cyclobutanecarboxylate